NC=1C2=C(N(C(N1)=O)C1CC(N(CC1)CC1=CC=C(C=C1)OC)=O)N=C(C=C2)C2CC2 4-amino-7-cyclopropyl-1-(1-(4-methoxybenzyl)-2-oxopiperidin-4-yl)pyrido[2,3-d]pyrimidin-2(1H)-one